6-bromo-2-methyl-3H-2,1-benzothiazole 2-oxide BrC1=CC2=C(CS(N2)(C)=O)C=C1